N1(CCC1)CC1(CC1)NC(=O)C1(CC1)C1=CC(=CC=C1)Cl N-(1-(azetidin-1-ylmethyl)cyclopropyl)-1-(3-chlorophenyl)cyclopropane-1-carboxamide